N1=C(C=CC=C1)C(=O)N1CC(CC1)C(=O)NN 1-(pyridin-2-ylcarbonyl)pyrrolidine-3-carboxylic acid hydrazide